ONC(=O)C=1C=NC(=NC1)N(CC1=CC=2N=C(N=C(C2S1)N1CCOCC1)C1=CNC=C1)C N-Hydroxy-2-(methyl((4-morpholino-2-(1H-pyrrol-3-yl)thieno[3,2-d]pyrimidinyl)methyl)amino)pyrimidine-5-carboxamide